C(C)(C)OC1=C(N=CC=2N1N=C(N2)NC2C(CNCC2)C)C=2C=NNC2 5-isopropoxy-N-(3-methylpiperidin-4-yl)-6-(1H-pyrazol-4-yl)-[1,2,4]triazolo[1,5-a]pyrazin-2-amine